2,2'-((2-((2-(3-(2-(bis(2-aminoethyl)amino)ethyl)-2-oxoimidazolidin-1-yl)ethyl)amino)ethyl)azane-diyl)diacetonitrile NCCN(CCN1C(N(CC1)CCNCCN(CC#N)CC#N)=O)CCN